C(CC=CC=CC)(=O)O hept-3,5-dienoic acid